C(N)(=O)C1=CC(=C(C=C1)NC(=O)[C@H]1[C@@H]([C@@]2([C@@H](N1)CC(C)(C)C)CNC1=CC(=CC=C12)Cl)C1=C(C(=CC=C1)Cl)F)OC (2'S,3S,4'S,5'R)-N-(4-carbamoyl-2-methoxyphenyl)-6-chloro-4'-(3-chloro-2-fluorophenyl)-2'-neopentylspiro[indoline-3,3'-pyrrolidine]-5'-carboxamide